2-(4-cyclopropyl-6-methoxypyrimidin-5-yl)-5-methyl-8-(3-fluoro-4-(5-methyl-3-(trifluoromethyl)-1H-pyrazol-1-yl)benzyl)-7,8-dihydro-pteridin-6(5H)-one C1(CC1)C1=NC=NC(=C1C1=NC=2N(CC(N(C2C=N1)C)=O)CC1=CC(=C(C=C1)N1N=C(C=C1C)C(F)(F)F)F)OC